FC(CS)(F)F 2,2,2-trifluoroethane-1-thiol